acrylic acid-2-(3,4,5-trihydroxyphenyl)hexyl ester OC=1C=C(C=C(C1O)O)C(COC(C=C)=O)CCCC